N-(2-azidoethyl)-3-(6-(1-(2,2-difluorobenzo[d][1,3]dioxol-5-yl)cyclopropane-1-carboxamido)-3-methylpyridin-2-yl)benzamide N(=[N+]=[N-])CCNC(C1=CC(=CC=C1)C1=NC(=CC=C1C)NC(=O)C1(CC1)C1=CC2=C(OC(O2)(F)F)C=C1)=O